5-bromo-3-(ethyl-(piperidin-4-yl)amino)-2-methylbenzoic acid methyl ester COC(C1=C(C(=CC(=C1)Br)N(C1CCNCC1)CC)C)=O